(S)-[4-Fluoro-3-[7-(2,2,3,3,5,5,6,6-octadeuteriomorpholin-4-yl)quinazolin-4-yl]phenyl]-(3-methylpyrazin-2-yl)methanol FC1=C(C=C(C=C1)[C@H](O)C1=NC=CN=C1C)C1=NC=NC2=CC(=CC=C12)N1C(C(OC(C1([2H])[2H])([2H])[2H])([2H])[2H])([2H])[2H]